3-((1,3-Dimethyl-6-(2-methylpyridin-4-yl)-1H-indazol-5-yl)amino)phthalic acid dimethyl ester COC(C=1C(C(=O)OC)=C(C=CC1)NC=1C=C2C(=NN(C2=CC1C1=CC(=NC=C1)C)C)C)=O